C1(CC1)CN1C=NC2=NN(C(C(=C21)C2=CC=C(C=C2)OC)=O)C2=CC1=CN(N=C1C=C2)C 5-(cyclopropylmethyl)-4-(4-methoxyphenyl)-2-(2-methyl-2H-indazol-5-yl)-2,5-dihydro-3H-imidazo[4,5-c]pyridazin-3-one